methoxy-10-propylacridin-9(10H)-one COC1=CC=CC=2N(C3=CC=CC=C3C(C12)=O)CCC